FC1=C(C=CC(=C1COC1=CC=2N(N=C1)C=NC2C(F)(F)F)F)NS(=O)(=O)C=2C(=NC=C(C2)F)OC N-[2,4-difluoro-3-([[5-(trifluoromethyl)imidazo[1,5-b]pyridazin-3-yl]oxy]methyl)phenyl]-5-fluoro-2-methoxy-pyridine-3-sulfonamide